O[C@@H](C)C=1N(C=CN1)CC1=NOC(=C1)C1=CC=C(C=C1)C#CC1=CC=C(CNCCO)C=C1 (S)-2-((4-((4-(3-((2-(1-hydroxyethyl)-1H-imidazol-1-yl)methyl)isoxazol-5-yl)phenyl)ethynyl)benzyl)amino)ethan-1-ol